C1(CCCCC1)SCCOC1=CC=C(C=C1)B(O)O (4-[2-(CYCLOHEXYLSULFANYL)ETHOXY]PHENYL)BORANEDIOL